2,2'-(((((4-(oxiran-2-ylmethoxy)-2-(trifluoromethyl)phenyl)methylene)bis(4,1-phenylene))bis(oxy))bis(methylene))bis(oxirane) O1C(C1)COC1=CC(=C(C=C1)C(C1=CC=C(C=C1)OCC1OC1)C1=CC=C(C=C1)OCC1OC1)C(F)(F)F